(2S)-3-cyclohexyl-2-[9H-fluoren-9-ylmeth-oxycarbonyl(methyl)-amino]propanoic acid C1(CCCCC1)C[C@@H](C(=O)O)N(C)C(=O)OCC1C2=CC=CC=C2C=2C=CC=CC12